N6-(4-(3-aminopentan-3-yl)pyridin-2-yl)-3-(1-methyl-1H-1,2,3-triazol-5-yl)-2,7-naphthyridine-1,6-diamine NC(CC)(CC)C1=CC(=NC=C1)NC=1C=C2C=C(N=C(C2=CN1)N)C1=CN=NN1C